4-((1-(4-(2-(2-aminopyridin-3-yl)-5-(6-cyclopropylpyridin-3-yl)-3H-imidazo[4,5-b]pyridin-3-yl)benzyl)piperidin-4-yl)amino)pyrimidine-2-carbonitrile NC1=NC=CC=C1C1=NC=2C(=NC(=CC2)C=2C=NC(=CC2)C2CC2)N1C1=CC=C(CN2CCC(CC2)NC2=NC(=NC=C2)C#N)C=C1